(3-([1,1'-biphenyl]-2-ylethynyl)-1H-indazol-5-yl)(6-(ethylsulfonyl)-2,6-diazaspiro[3.5]nonan-2-yl)methanone C1(=C(C=CC=C1)C#CC1=NNC2=CC=C(C=C12)C(=O)N1CC2(C1)CN(CCC2)S(=O)(=O)CC)C2=CC=CC=C2